benzyloxycarbonyl-(2-benzyloxycarbonyl-3-bromopyrrol-1-yl)sulfonyl-amino(azanide) sodium salt [Na+].C(C1=CC=CC=C1)OC(=O)N([NH-])S(=O)(=O)N1C(=C(C=C1)Br)C(=O)OCC1=CC=CC=C1